TRANS-2,4-PENTADIENOIC ACID C(\C=C\C=C)(=O)O